C(C)(C)(C)C1N(CC12CC(C2)N2N=C(N=C2)C(F)(F)F)C(=O)O.C(C2=CC(O)=C(O)C(O)=C2)(=O)C(=O)[C@](O)([C@@H](O)[C@H](O)[C@H](O)C(O)C(C2=CC(O)=C(O)C(O)=C2)=O)C(C2=CC(O)=C(O)C(O)=C2)=O 1,2,6-trigalloyl-glucose tert-butyl-6-[3-(trifluoromethyl)-1,2,4-triazol-1-yl]-2-azaspiro[3.3]heptane-2-carboxylate